C(C1=CC=C(C(=O)[O-])C=C1)(=O)OC=C mono-vinyl terephthalate